C(C=C)(=O)NC=1C(=CC(=C(C1)NC1=NC=C(C(=N1)N1C(C(C2=NC(=CC=C21)C)(C)C)([2H])[2H])C(=O)OC(C)C)OC)N2C[C@@H](CC2)N(C)C isopropyl (R)-2-((5-acrylamido-4-(3-(dimethylamino)pyrrolidin-1-yl)-2-methoxyphenyl)amino)-4-(3,3,5-trimethyl-2,3-dihydro-1H-pyrrolo[3,2-b]pyridin-1-yl-2,2-d2)pyrimidine-5-carboxylate